tert-Butyl 3-(5-chloro-7-(4,4,5,5-tetramethyl-1,3,2-dioxaborolan-2-yl)-4-(trifluoromethoxy)benzo[d]oxazol-2-yl)-3,8-diazabicyclo[3.2.1]octane-8-carboxylate ClC=1C=C(C2=C(N=C(O2)N2CC3CCC(C2)N3C(=O)OC(C)(C)C)C1OC(F)(F)F)B1OC(C(O1)(C)C)(C)C